3,6-diethyl-2-(1-(4-methyl-1,4-diazepan-1-yl)butyl)quinazolin-4(3H)-one C(C)N1C(=NC2=CC=C(C=C2C1=O)CC)C(CCC)N1CCN(CCC1)C